IC=1C=NN(C1)CCCC 4-(4-iodo-1H-pyrazol-1-yl)butan